COC1=C(C=C2C=NC(=NC2=C1)C(=O)O)N(S(=O)(=O)C)C 7-methoxy-6-(N-methylmethylsulfonamido)quinazoline-2-carboxylic acid